NCCCC=1C=CC=2C(N(C3=CC=CC1C23)C2C(NC(CC2)=O)=O)=O 3-(5-(3-aminopropyl)-2-oxobenzo[cd]indol-1(2H)-yl)piperidine-2,6-dione